ClC=1C(=CC(=NC1)OC)C1=CC(=NN1)C(=O)N1CCC(CC1)C(=O)NC1=NOC2=C1C(=CC=C2)F 1-[5-(5-chloro-2-methoxypyridin-4-yl)-1H-pyrazole-3-carbonyl]-N-(4-fluoro-1,2-benzoxazol-3-yl)piperidine-4-carboxamide